Tert-butyl 4-[1-(2,6-dioxo-3-piperidyl)-3-methyl-2-oxo-benzimidazol-5-yl]butanoate O=C1NC(CCC1N1C(N(C2=C1C=CC(=C2)CCCC(=O)OC(C)(C)C)C)=O)=O